2-(((2-(dimethylamino)ethyl)amino)methylene)-5-(3-nitrophenyl)cyclohexane-1,3-dione CN(CCNC=C1C(CC(CC1=O)C1=CC(=CC=C1)[N+](=O)[O-])=O)C